1-(nonafluorobutyl)cyclohexane FC(C(C(C1CCCCC1)(F)F)(F)F)(C(F)(F)F)F